ClC=1C=C(C=CC1N1CCOCC1)C(C(=O)N)NCC (3-chloro-4-morpholinophenyl)-2-(ethylamino)acetamide